O1CCN(CC1)CCO 2-(morpholino)ethanol